methyl 4-(((3S,4S,5S,6R)-6-((cyclopropylamino)methyl)-3,4,5-trihydroxytetrahydro-2H-pyran-2-yl)oxy)benzoate C1(CC1)NC[C@@H]1[C@H]([C@@H]([C@@H](C(O1)OC1=CC=C(C(=O)OC)C=C1)O)O)O